C(#N)CC(N)=S 2-cyanoethanethioamide